N-[4-(2,6-dimethylphenyl)-6-[4-(4-methylpiperazin-1-yl)phenoxy]pyrimidin-2-yl]-1-methyl-pyrazole-4-sulfonamide CC1=C(C(=CC=C1)C)C1=NC(=NC(=C1)OC1=CC=C(C=C1)N1CCN(CC1)C)NS(=O)(=O)C=1C=NN(C1)C